FC1(CN(CCO1)C1=NN=C(O1)C=1C=CC2=C(N(C([C@H](C[SH2]2)NC(OC(C)(C)C)=O)=O)CC2=CC=C(C=C2)OC2=CC=CC=C2)C1)F tert-butyl N-[(3R)-7-[5-(2,2-difluoromorpholin-4-yl)-1,3,4-oxadiazol-2-yl]-4-oxo-5-[(4-phenoxyphenyl)methyl]-2,3-dihydro-1λ4,5-benzothiazepin-3-yl]carbamate